C(CCC(=O)OCC=C(CCC=C(C)C)C)(=O)OCC=C(CCC=C(C)C)C 3,7-dimethylocta-2,6-dien-1-yl (3,7-dimethylocta-2,6-dien-1-yl) succinate